(2R,4R)-1-(3-chloro-2-fluorobenzyl)-2-methyl-4-((6-((5-methyl-1H-pyrazol-3-yl)amino)-pyridin-2-yl)methyl)-piperidine-4-carboxylic acid ClC=1C(=C(CN2[C@@H](C[C@@](CC2)(C(=O)O)CC2=NC(=CC=C2)NC2=NNC(=C2)C)C)C=CC1)F